methyl 2-(4-(6-((4-chloro-2-fluorobenzyl) oxy) pyridin-2-yl)-2,6-difluorophenoxy)-1-(oxetan-2-ylmethyl)-1H-benzo[d]imidazole-6-carboxylate ClC1=CC(=C(COC2=CC=CC(=N2)C2=CC(=C(OC3=NC4=C(N3CC3OCC3)C=C(C=C4)C(=O)OC)C(=C2)F)F)C=C1)F